BrC=1C=C(C(=NC1)N1CCC(CC1)N(C)C)NS(=O)(=O)C N-(5-Bromo-2-(4-(dimethylamino)piperidin-1-yl)pyridin-3-yl)methane-sulfonamide